C(C)(C)(C)OC(=O)C(CN)N 1-tert-Butyloxycarbonyl-ethylenediamine